5-(4-methanesulfonylphenyl)-quinazolin-2-amine CS(=O)(=O)C1=CC=C(C=C1)C1=C2C=NC(=NC2=CC=C1)N